CC=1N=C2N(C=C(N=C2)C2=CC=3N=CN(C(C3S2)=O)C2CCN(CC2)C(=O)OC(C)(C)C)C1 tert-butyl 4-(6-(2-methylimidazo[1,2-a]pyrazin-6-yl)-4-oxothieno[3,2-d]pyrimidin-3(4H)-yl)piperidine-1-carboxylate